C1CCC2=C(C=CC=C12)NC(C)C=1C=C(C=C2C(C=C(OC12)N1CCC(CC1)(C)C)=O)C 8-(1-((2,3-dihydro-1H-inden-4-yl)amino)ethyl)-2-(4,4-dimethylpiperidin-1-yl)-6-methyl-4H-chromen-4-one